1-(2-bromoethyl)-2,3-dimethoxybenzene BrCCC1=C(C(=CC=C1)OC)OC